C(CCCCCC)C1C(CCC1)=COCCC1=CC=CC=C1 (2-((2-heptyl-cyclopentylidene)methoxy)ethyl)benzene